C(C)(C)(C)OC(N[C@@H]1[C@H]2CC([C@@H](C1)O2)COCC2=CC=CC=C2)=O |r| (rac-(1R,2S,4R)-5-((benzyloxy)methyl)-7-oxabicyclo[2.2.1]hept-2-yl)carbamic acid tert-butyl ester